6-(difluoromethyl)-3-(6-(1-(2-(methylsulfonyl)ethyl)piperidin-3-yl)pyrimidin-4-yl)imidazo[1,2-b]pyridazine FC(C=1C=CC=2N(N1)C(=CN2)C2=NC=NC(=C2)C2CN(CCC2)CCS(=O)(=O)C)F